C1(CCCCC1)(O)O Cyclohexandiol